2-chloro-3-(cyclopropylmethoxy)-6-isopropyl-6-methyl-10-oxo-5,10-dihydro-6H-pyrido[1,2-H][1,7]naphthyridine-9-carboxylic acid ClC1=NC=2C=3N(C(CC2C=C1OCC1CC1)(C)C(C)C)C=C(C(C3)=O)C(=O)O